Cl.O[C@H](CCCN1CCC(CC1)C(C1=CC=CC=C1)(C1=CC=CC=C1)O)C1=CC=C(C=C1)C(C(=O)O)(C)C |r| 2-(4-{(1RS)-1-Hydroxy-4-[4-(hydroxy-diphenylmethyl)piperidin-1-yl]butyl}phenyl)-2-methylpropanoic acid monohydrochloride